octadecen-4-ol C=CCC(CCCCCCCCCCCCCC)O